7-cyano(cyclopropylamino)-N-((1R,3R)-3-hydroxycyclobutyl)-5H-pyrido[3,2-b]indolecarboxamide C(#N)C=1C=CC=2C3=C(NC2C1)C=C(C(=N3)C(=O)NC3CC(C3)O)NC3CC3